8-bromo-3-cyclopropyl-6-fluoro-2-morpholino-quinazolin-4-one BrC=1C=C(C=C2C(N(C(=NC12)N1CCOCC1)C1CC1)=O)F